(1-ethyl-4-phenyl-1H-pyrrol-2-yl)(3,4,5-trimethoxyphenyl)methanone C(C)N1C(=CC(=C1)C1=CC=CC=C1)C(=O)C1=CC(=C(C(=C1)OC)OC)OC